FC1=CC=C(C=C1)C1=CC=2C(=NC=C(C2)C=2SC(=CN2)C(=O)NCC(F)(F)F)N1 2-(2-(4-Fluorophenyl)-1H-pyrrolo[2,3-b]pyridin-5-yl)-N-(2,2,2-trifluoroethyl)thiazole-5-carboxamide